N-(1-methylazetidin-3-yl)-5-(1,8-naphthyridin-3-yl)pyrrolo[2,1-f][1,2,4]triazin-2-amine CN1CC(C1)NC1=NN2C(C=N1)=C(C=C2)C=2C=NC1=NC=CC=C1C2